6-Chloronicotinonitrile ClC1=NC=C(C#N)C=C1